(S)-9-bromo-5-methyl-5,6-dihydroimidazo[1,5-a]pyrazolo[5,1-c]pyrazine BrC1=NN2C(C=3N([C@H](C2)C)C=NC3)=C1